tert-butyl-3-oxo-5-(trifluoro-methyl)piperidine-1-carboxylate C(C)(C)(C)OC(=O)N1CC(CC(C1)C(F)(F)F)=O